CC=1C(=NC=CC1)S(=O)(=O)N 3-methyl-pyridine-2-sulfonamide